C12(CCC(CC1)CC2)CCCCCCCCCCC(=O)N[C@@H](CO[C@H]2O[C@@H]([C@@H]([C@@H]([C@H]2OCC2=CC=CC=C2)OCC2=CC=CC=C2)OCC2=CC=CC=C2)COCC2=CC=CC=C2)[C@@H]([C@@H](CCCCCCCCCCCCCC)OCC2=CC=CC=C2)OCC2=CC=CC=C2 11-(Bicyclo[2.2.2]octan-1-yl)-N-((2S,3S,4R)-3,4-bis(benzyloxy)-1-(((2S,3R,4S,5S,6R)-3,4,5-tris(benzyloxy)-6-((benzyloxy)methyl)tetrahydro-2H-pyran-2-yl)oxy)octadecan-2-yl)undecanamide